1-(1-(5-methyl-6-((1R,5S)-2-oxo-3-azabicyclo[3.1.0]hexan-3-yl)pyridin-3-yl)ethyl)-1H-1,2,3-triazole-4-carboxylic acid CC=1C=C(C=NC1N1C([C@@H]2C[C@@H]2C1)=O)C(C)N1N=NC(=C1)C(=O)O